N[C@@H](CC(=O)OC)C1=CC=C(C=C1)S(=O)(=O)CC Methyl (S)-3-amino-3-(4-(ethylsulfonyl)phenyl)propionate